5-[3-(diethoxyethylsilyl)propylaminocarbonyl]-2-(2-hydroxy-3-α-cumyl-5-tert-octyl-phenyl)-2H-benzotriazole C(C)OC(C[SiH2]CCCNC(=O)C1=CC=2C(=NN(N2)C2=C(C(=CC(=C2)C(C)(C)CC(C)(C)C)C(C)(C)C2=CC=CC=C2)O)C=C1)OCC